5-((4S,5R)-5-methyl-2-oxooxazolidin-4-yl)pentanoic acid C[C@@H]1[C@@H](NC(O1)=O)CCCCC(=O)O